(4S)-7-(3,5-dimethylisoxazol-4-yl)-2-[1-(methylsulfonyl)piperidin-4-yl]-4-pyridin-2-yl-4,5-dihydroimidazo[1,5,4-de][1,4]benzoxazine CC1=NOC(=C1C1=CC=C2C=3N([C@H](COC31)C3=NC=CC=C3)C(=N2)C2CCN(CC2)S(=O)(=O)C)C